C(N)(=N)N1CCC(=CC1)C1=CC(=C(C(=O)NC2=CC(=C(C=C2)C=2CCN(CC2)C(N)=N)F)C=C1)CC 4-(1-carbamimidoyl-1,2,3,6-tetrahydro-pyridin-4-yl)-N-[4-(1-carbamimidoyl-1,2,3,6-tetrahydro-pyridin-4-yl)-3-fluoro-phenyl]-2-ethyl-benzamide